C(=O)([O-])[C@H](CC(=O)C1=CC2=C(S1)C=C(C(=C2)OCCCOC=2C=C1CN(CC1=CC2OC)C(C[C@@H](C(=O)[O-])C)=O)OC)C.[Na+].[Na+] sodium (S)-4-(5-(3-((2-((S)-3-carboxylatobutanoyl)-6-methoxybenzo[b]thiophen-5-yl)oxy)propoxy)-6-methoxyisoindolin-2-yl)-2-methyl-4-oxobutanoate